1,2,3,4,5,6-hexa[2-(trimethylsilyl)ethynyl]benzene C[Si](C#CC1=C(C(=C(C(=C1C#C[Si](C)(C)C)C#C[Si](C)(C)C)C#C[Si](C)(C)C)C#C[Si](C)(C)C)C#C[Si](C)(C)C)(C)C